C(C)(C)(C)OC(CC(C)N(C(C(=O)OCC)=O)C)=O 3-(2-ethoxy-N-methyl-2-oxoacetamido)butanoic acid tert-butyl ester